C(C)(C)(C)OC(=O)N([C@@H]1[C@H](C[C@@H](OC1)C(=O)N1[C@H](C2=CC=CC=C2CC1)C1=CC=C(C=C1)F)NCC(=O)OC)CC methyl ((2R,4S,5R)-5-((tert-butoxycarbonyl)(ethyl)amino)-2-((S)-1-(4-fluorophenyl)-1,2,3,4-tetrahydroisoquinoline-2-carbonyl)tetrahydro-2H-pyran-4-yl)glycinate